C(=O)(C=C)N1CCC2C1CN(CC2)C2=C1C(=C(NC1=C(C=C2F)C(=O)N)C)Cl 4-(1-Acryloctahydro-6H-pyrrolo[2,3-c]pyridin-6-yl)-3-chloro-5-fluoro-2-methyl-1H-indole-7-carboxamide